N=1C=NN2C1C=C(C=C2)CC2=C(C=C(C=C2)NC=2C1=C(N=CN2)C=CC(=N1)N1C2CN(C(C1)C2)C(=O)OC(C)(C)C)C tert-butyl 5-(4-((4-([1,2,4]triazolo[1,5-a]pyridin-7-ylmethyl)-3-methylphenyl)amino)pyrido[3,2-d]pyrimidin-6-yl)-2,5-diazabicyclo[2.2.1]heptane-2-carboxylate